[C@@H]12OC[C@@H](N(C1)C1CCN(CC1)C1=C(C=C(C(=C1)OC)NC1=NC=NC(=C1)N1OCC[C@@H]1C1=CC(=C(C=C1)F)Cl)NC(C=C)=O)C2 N-(2-(4-((1S,4S)-2-oxa-5-azabicyclo[2.2.1]heptane-5-yl)piperidine-1-yl)-5-((6-((R)-3-(3-chloro-4-fluorophenyl)isoxazolidine-2-yl)pyrimidine-4-yl)amino)-4-methoxyphenyl)acrylamide